3-biphenylyl-isocoumarin tert-butyl-(3S)-3-(3-bromo-4-cyano-5-{[(4-methoxyphenyl)methyl]amino}pyrazol-1-yl)pyrrolidine-1-carboxylate C(C)(C)(C)OC(=O)N1C[C@H](CC1)N1N=C(C(=C1NCC1=CC=C(C=C1)OC)C#N)Br.C1(=C(C=CC=C1)C=1OC(=O)C2=CC=CC=C2C1)C1=CC=CC=C1